NC1=NC=NN2C1=CC=C2[C@H]2[C@@H]([C@@H]([C@@](O2)(C#N)COP(=O)(OC2=CC=CC=C2)N[C@@H](C)C(=O)OC2CCN(CCC2)CC(F)(F)F)O)O 1-(2,2,2-Trifluoroethyl)azepan-4-yl ((((2R,3S,4R,5S)-5-(4-aminopyrrolo[2,1-f][1,2,4]triazin-7-yl)-2-cyano-3,4-dihydroxytetrahydrofuran-2-yl)methoxy)(phenoxy)phosphoryl)alaninate